5-((4-(1-(4-(5-(difluoromethyl)-1,3,4-oxadiazol-2-yl)benzyl)-1H-1,2,3-triazol-4-yl)benzyl)amino)-2-methoxynicotinamide FC(C1=NN=C(O1)C1=CC=C(CN2N=NC(=C2)C2=CC=C(CNC=3C=NC(=C(C(=O)N)C3)OC)C=C2)C=C1)F